S(=O)(=O)(C1=CC=C(C)C=C1)N1C=C(C(=C1)CO)CO (1-tosyl-1H-pyrrole-3,4-diyl)dimethanol